C[C@H](C(=O)[O-])O[C@@H]1[C@H]([C@H](O[C@@H]([C@H]1O)CO)OP(=O)([O-])[O-])NC(=O)C The molecule is an organophosphate oxoanion that is the trianion arising from deprotonation of the phosphate and carboxylic acid functions of N-acetyl-alpha-D-muramate 1-phosphate. Major microspecies at pH 7.3. It is a carbohydrate acid derivative anion, a monocarboxylic acid anion and an organophosphate oxoanion. It derives from a N-acetylmuramate. It is a conjugate base of a N-acetyl-alpha-D-muramic acid 1-phosphate.